1-bromo-4-[(dimethyl-phosphoryl)methyl]benzene BrC1=CC=C(C=C1)CP(=O)(C)C